4-[7-Bromo-1-[(2,5-difluorophenyl)methyl]benzimidazol-5-yl]sulfonyl-5-methylsulfanylthiophene-2-carboximidamide BrC1=CC(=CC2=C1N(C=N2)CC2=C(C=CC(=C2)F)F)S(=O)(=O)C=2C=C(SC2SC)C(N)=N